ClC=1SC(=CN1)CNC(COC=1C=CC=C2C(=NN(C12)C)C1C(NC(CC1)=O)=O)=O N-((2-chlorothiazol-5-yl)methyl)-2-((3-(2,6-dioxopiperidin-3-yl)-1-methyl-1H-indazol-7-yl)oxy)acetamide